chlorochromate pyridinium salt [NH+]1=CC=CC=C1.[Cr](=O)(=O)([O-])Cl